CCC(=O)O.C(C)(=O)OOC=O formyloxy acetate (METHANYL ACETATE)